1-(5-isoquinolinesulfonyl)homopiperazine, hydrochloride Cl.C1=NC=CC=2C(=CC=CC12)S(=O)(=O)N1CCNCCC1